N-beta-aminoethyl-3-aminopropyl-methyl-dimethoxysilane NCCNCCC[Si](OC)(OC)C